C1=CC=CC=2C3=CC=CC=C3C(C12)COC(=O)N[C@H](C(=O)O)CCC1=CC(=CC=C1)N(C)C(=O)OC(C)(C)C (S)-2-((((9H-fluoren-9-yl)methoxy)carbonyl)amino)-4-(3-((tert-butoxycarbonyl)(methyl)amino)phenyl)butanoic acid